3-[[4-(2,6-dimethylphenyl)-6-(2-oxoethoxy)pyrimidin-2-yl]sulfamoyl]benzoic acid CC1=C(C(=CC=C1)C)C1=NC(=NC(=C1)OCC=O)NS(=O)(=O)C=1C=C(C(=O)O)C=CC1